C(C)(C)C1=C(C=CC=C1)C=1NC=CC1 2-(2-isopropylphenyl)pyrrole